CC1(C(NC(N1C1=C2C=CN(C2=CC=C1)C(=O)OC(C)(C)C)=O)=O)C tert-butyl 4-(5,5-dimethyl-2,4-dioxoimidazolidin-1-yl)-1H-indol-1-carboxylate